3-(1,4-dimethyl-1H-benzo[d][1,2,3]triazol-5-yl)-3-(3-(((R)-2-ethyl-2,3-dihydronaphtho[2,3-f][1,4]oxazepin-4(5H)-yl)methyl)-4-methylphenyl)-2,2-dimethylpropanoic acid methyl ester COC(C(C(C1=CC(=C(C=C1)C)CN1C[C@H](OC2=C(C1)C=C1C=CC=CC1=C2)CC)C2=C(C1=C(N(N=N1)C)C=C2)C)(C)C)=O